ClC=1N=NC(=CC1C1C(C1)(F)F)Cl 3,6-dichloro-4-(2,2-difluorocyclopropyl)pyridazine